2-[(4-fluorophenyl)methylsulfanyl]-3,7-dihydropurin-6-one FC1=CC=C(C=C1)CSC1=NC(C=2NC=NC2N1)=O